C1(CC1)C=1N=NN(C1)[C@H](C(=O)N1[C@@H](C[C@H](C1)O)C(=O)NC1CCN(CC1)C=1N(C=CN1)C)C(C)(C)C (2S,4r)-1-[(2S)-2-(4-cyclopropyl-triazol-1-yl)-3,3-dimethyl-butyryl]-4-hydroxy-N-[1-(1-methylimidazol-2-yl)-4-piperidinyl]pyrrolidine-2-carboxamide